5-(Tert-Butoxycarbonylamino)-2-methyl-pyrazolo[1,5-a]pyridine-3-carboxylic acid ethyl ester C(C)OC(=O)C=1C(=NN2C1C=C(C=C2)NC(=O)OC(C)(C)C)C